2-(4-chloro-phenylsulfonylamino)-4,5-dimethoxy-N-(4-(thiomorpholine-4-sulfonyl)-phenyl)-benzamide ClC1=CC=C(C=C1)S(=O)(=O)NC1=C(C(=O)NC2=CC=C(C=C2)S(=O)(=O)N2CCSCC2)C=C(C(=C1)OC)OC